Ethyl 4-oxo-5-(p-tolyl)-1,4-dihydropyridine-3-carboxylate O=C1C(=CNC=C1C1=CC=C(C=C1)C)C(=O)OCC